tert-Butyl 2-(2-(2-(2-(4-(5-((1-(1H-indol-3-yl)hexan-2-yl)carbamoyl)thiazol-2-yl)-piperazin-1-yl)ethoxy)ethoxy)ethoxy)acetate N1C=C(C2=CC=CC=C12)CC(CCCC)NC(=O)C1=CN=C(S1)N1CCN(CC1)CCOCCOCCOCC(=O)OC(C)(C)C